2-(4-cyclohexylbutane-2,3-dien-2-yl)-2,3-dihydro-1H-naphtho[1,8-de][1,3,2]diazaborine C1(CCCCC1)C=C=C(C)B1NC=2C3=C(N1)C=CC=C3C=CC2